5-(7-((S)-2-Methylpyrrolidin-1-yl)-6,7,8,9-tetrahydro-5H-benzo[7]annulen-2-yl)-3-(4-(methylsulfonyl)phenyl)-1H-pyrazolo[3,4-b]pyridine C[C@@H]1N(CCC1)C1CCC2=C(CC1)C=C(C=C2)C=2C=C1C(=NC2)NN=C1C1=CC=C(C=C1)S(=O)(=O)C